C(C1=CC=CC=C1)OC(=O)N1C(N(C[C@H]1C(N(C)C1=CC(=C(C=C1)F)Cl)=O)CC(=O)C)=O (5S)-3-acetonyl-5-[(3-chloro-4-fluoro-phenyl)-methyl-carbamoyl]-2-oxo-imidazolidine-1-carboxylic acid benzyl ester